ClC=1C(N(C(=CC1OCC1=NC=C(C=C1Cl)F)C)C1=CC(=NC=C1C)N1C(C(=NC=C1)C(C)(C)O)=O)=O rel-3-chloro-4-[(3-chloro-5-fluoropyridin-2-yl)methoxy]-2'-[3-(2-hydroxypropan-2-yl)-2-oxopyrazin-1-yl]-5',6-dimethyl-[1,4'-bipyridin]-2-one